C[C@H]1N(CCC1)CC1=CC(=NC=C1)C=1C=C2CN(C(C2=CC1)=O)C1C(NC(CC1)=O)=O 3-(5-(4-(((R)-2-methylpyrrolidin-1-yl)methyl)pyridin-2-yl)-1-oxoisoindolin-2-yl)piperidine-2,6-dione